2,2-bis[3-(4-aminophenoxy)phenyl]hexafluoropropane NC1=CC=C(OC=2C=C(C=CC2)C(C(F)(F)F)(C(F)(F)F)C2=CC(=CC=C2)OC2=CC=C(C=C2)N)C=C1